(8R,9aS)-8-(2,3-dichloro-6-hydroxyphenyl)-2-[(2S)-3-hydroxy-2-methoxypropanoyl]-hexahydro-1H-pyrido[1,2-a]pyrazin-4-one ClC1=C(C(=CC=C1Cl)O)[C@H]1C[C@@H]2N(C(CN(C2)C([C@H](CO)OC)=O)=O)CC1